1-((4-(3,5-dimethylisoxazol-4-yl)-3-fluorophenyl)amino)-1-oxo-3,3-diphenylpropan CC1=NOC(=C1C1=C(C=C(C=C1)NC(CC(C1=CC=CC=C1)C1=CC=CC=C1)=O)F)C